ClC=1C=C(C(N(N1)C)=O)C 6-chloro-2,4-dimethylpyridazin-3(2H)-one